methyl (2-bromo-6-ethoxy-4-iodophenyl)acetate BrC1=C(C(=CC(=C1)I)OCC)CC(=O)OC